2,4,6-tri(5-bromothiophene-2-yl)-1,3,5-triazine BrC1=CC=C(S1)C1=NC(=NC(=N1)C=1SC(=CC1)Br)C=1SC(=CC1)Br